3-(4-Chlorophenyl)-N,N-dimethyl-3-pyridin-2-yl-propan-1-amine ClC1=CC=C(C=C1)C(CCN(C)C)C1=NC=CC=C1